C(C1=CC=CC=C1)SC=1C(=C2C=CC(N(C2=CC1)C1=C(C=C(C(=C1)F)Br)OC)=O)F 6-(BENZYLTHIO)-1-(4-BROMO-5-FLUORO-2-METHOXYPHENYL)-5-FLUOROQUINOLIN-2(1H)-ONE